tert-butyl (4-(4-((S)-6-((tert-butyldimethylsilyl)oxy)-6-methyl-1,4-oxazepan-4-yl)-6-cyano-2,8-difluoroquinazolin-7-yl)-3-cyano-5-fluorobenzo[b]thiophen-2-yl)carbamate [Si](C)(C)(C(C)(C)C)O[C@]1(CN(CCOC1)C1=NC(=NC2=C(C(=C(C=C12)C#N)C1=C(C=CC=2SC(=C(C21)C#N)NC(OC(C)(C)C)=O)F)F)F)C